ClC1C(C2=CC=CC=C2CC1)=O 2-chloro-1,2,3,4-tetrahydronaphthalen-1-one